FC(C=1C(=C(C(=O)O)C=CN1)OC)F 2-(difluoromethyl)-3-methoxyisonicotinic acid